C1=CC(=CC=2C3=CC=CC=C3CC12)NC(NS(=O)(=O)C=1OC=C(C1)C(C)(C)O)=O 3-(9H-fluoren-3-yl)-1-([4-(2-hydroxypropan-2-yl)furan-2-yl]sulfonyl)urea